tert-butyl (3R,4R)-4-{[7-cyclopropoxy-4-(1-methyl-3-phenyl-1H-pyrazol-4-yl)quinazolin-6-yl]oxy}-3-fluoropiperidine-1-carboxylate C1(CC1)OC1=C(C=C2C(=NC=NC2=C1)C=1C(=NN(C1)C)C1=CC=CC=C1)O[C@H]1[C@@H](CN(CC1)C(=O)OC(C)(C)C)F